(S)-N-(bis(4-chlorophenyl)methyl)-3-(2-hydroxyethyl)-2-oxoimidazolidine-4-carboxamide ClC1=CC=C(C=C1)C(NC(=O)[C@H]1N(C(NC1)=O)CCO)C1=CC=C(C=C1)Cl